ClC1=C(C=CC=C1)[C@@H](C1CC1)NC1=CC(=C(C(=O)N[C@H](C)\C=C\S(=O)(=O)C)C=C1F)F 4-(((R)-(2-chlorophenyl)(cyclopropyl)methyl)amino)-2,5-difluoro-N-((R,E)-4-(methylsulfonyl)but-3-en-2-yl)benzamide